6-(1,1-dioxido-1,2-thiazinan-2-yl)-3-hydroxyisonicotinate O=S1(N(CCCC1)C=1N=CC(=C(C(=O)[O-])C1)O)=O